((3R,4R)-4-(((5-fluoro-6-(methyl(4-(trifluoromethoxy)benzyl)amino)pyrimidin-4-yl)amino)methyl)-3-hydroxypiperidin-1-yl)acetamide FC=1C(=NC=NC1N(CC1=CC=C(C=C1)OC(F)(F)F)C)NC[C@@H]1[C@H](CN(CC1)CC(=O)N)O